NC1CCN(CC1)CC(=O)NC1=CC(=CC=C1)C1=CC2=C(C=C1OC)OCC1=C2N(N=C1C(=O)N1C(COCC1)(C)C)C1=CC(=CC(=C1)Cl)Cl 2-(4-Aminopiperidin-1-yl)-N-(3-(1-(3,5-dichlorophenyl)-3-(3,3-dimethylmorpholine-4-carbonyl)-7-methoxy-1,4-dihydrochromeno[4,3-c]pyrazol-8-yl)phenyl)acetamide